Cl.Cl.N12CC(C(CC1)CC2)OC(CCCCCN2C[C@@H]([C@@H](CC2)NC(C2=C(C=C(C(=C2)Cl)N)OC)=O)OC)=O (3S,4R,3'R)-6-[4-(4-amino-5-chloro-2-methoxy-benzoylamino)-3-methoxy-piperidin-1-yl]-hexanoic acid 1-azabicyclo[2.2.2]oct-3-yl ester di-hydrochloride salt